C(C#C)C1=CC(OC2=CC(=CC=C12)OC)=O 4-propargyl-7-methoxycoumarin